((5-(difluoromethyl)-4-(1-(2-hydroxy-2-methylpropyl)-1H-pyrazol-4-yl)pyrimidin-2-yl)amino)-3-fluorobenzenesulfonamide FC(C=1C(=NC(=NC1)NC1=C(C=CC=C1F)S(=O)(=O)N)C=1C=NN(C1)CC(C)(C)O)F